2-(2,6-dioxopiperidine-3-yl)-4-(4-(piperazin-1-yl)piperidine-1-yl)isoindoline-1,3-dione hydrochloride Cl.O=C1NC(CCC1N1C(C2=CC=CC(=C2C1=O)N1CCC(CC1)N1CCNCC1)=O)=O